P(=O)(=O)F phosphofluoride